C[Si](N(C(C)=O)C)(N(C(C)=O)C)N(C(C)=O)C methyltri(N-methylacetamido)silane